6-(trifluoromethyl)oxazolo[5,4-c]pyridin FC(C1=CC2=C(C=N1)OC=N2)(F)F